C[C@@]12CCC[C@@]([C@H]1CC[C@]34[C@H]2CC[C@H](C3)C(=C)C4)(C)C(=O)O Kaur-16-en-18-oic acid